C(CCCC)N1C(=NC2=C1C=CC=C2)C(=O)N n-pentyl-1H-benzo[D]imidazole-2-carboxamide